(R)-5-(2-(5-fluoro-2-methylpyridin-3-yl)pyrrolidin-1-yl)-N-isopropylpyrazolo[1,5-a]pyrimidine-3-carboxamide FC=1C=C(C(=NC1)C)[C@@H]1N(CCC1)C1=NC=2N(C=C1)N=CC2C(=O)NC(C)C